O[C@H](C)C1C2SC(=C(N2C1=O)C(=O)[O-])S(=O)CCC 6-((R)-1-hydroxyethyl)-7-oxo-3-(propylsulfinyl)-4-thia-1-azabicyclo[3.2.0]hept-2-ene-2-carboxylate